B(O)(O)O.C(C1=CC=CC=C1)OCC(O)(C)C(C)(C)O benzoxypinacol borate